(S)-8-chloro-6-(((1-methyl-1H-indazol-4-yl)(1-(1-(trifluoromethyl)cyclopropyl)-1H-1,2,3-triazol-4-yl)methyl)amino)-4-(neopentylamino)quinoline-3-carbonitrile ClC=1C=C(C=C2C(=C(C=NC12)C#N)NCC(C)(C)C)N[C@H](C=1N=NN(C1)C1(CC1)C(F)(F)F)C1=C2C=NN(C2=CC=C1)C